FC1=C(C=C(C(=C1)F)F)CC(=O)[O-].[Li+] lithium 2,4,5-trifluorophenylacetate